4-((8-methoxy-4-oxo-2,3,4,5-tetrahydro-1H-benzo[b][1,4]diazepin-1-yl)methyl)-N-hydroxybenzoamide COC=1C=CC2=C(N(CCC(N2)=O)CC2=CC=C(C(=O)NO)C=C2)C1